CON(C(=O)[C@H]1[C@@H](C1)C(F)(F)F)C trans-N-methoxy-N-methyl-2-(trifluoromethyl)cyclopropane-1-carboxamide